NCC1=NNC(C2=CC=C(C=C12)C=1C=NN(C1N1C(C2(C3=CC=CC(=C13)F)CC2)=O)C)=O 1'-(4-(4-(aminomethyl)-1-oxo-1,2-dihydro-phthalazin-6-yl)-1-methyl-1H-pyrazol-5-yl)-7'-fluorospiro[cyclopropane-1,3'-indoline]-2'-one